5-benzyl-N-(4-(2,3-dihydrobenzofuran-7-yl)pyridin-2-yl)-4H-1,2,4-triazole-3-carboxamide C(C1=CC=CC=C1)C=1NC(=NN1)C(=O)NC1=NC=CC(=C1)C1=CC=CC=2CCOC21